calcium 3,5-dioxo-4-propionylcyclohexanecarboxylate O=C1CC(CC(C1C(CC)=O)=O)C(=O)[O-].[Ca+2].O=C1CC(CC(C1C(CC)=O)=O)C(=O)[O-]